10,10'-dibromo-9,9'-bianthracene BrC1=C2C=CC=CC2=C(C2=CC=CC=C12)C=1C2=CC=CC=C2C(=C2C=CC=CC12)Br